2,5-dimethoxy-4(3H)-pyrimidinone COC1=NC=C(C(N1)=O)OC